O1[C@H](COCC1)CN1N=C2C3=C(CC(C2=C1)C(F)(F)F)OC(=C3C)C(=O)NC[C@H]3OCCC3 2-{[(2S)-1,4-Dioxan-2-yl]methyl}-8-methyl-N-{[(2S)-oxolan-2-yl]methyl}-4-(trifluoromethyl)-4,5-dihydro-2H-furo[2,3-g]indazol-7-carboxamid